N-(beta-aminoethyl)-3-aminopropyl-methyldimethoxysilane NCCNCCC[Si](OC)(OC)C